C(=O)O.ClC1=C(C(=CC=C1)Cl)C1CN(C1)C1=C(C=C(CN2CCC(CC2)C(=O)O)C=C1)F 1-(4-(3-(2,6-dichlorophenyl)azetidin-1-yl)-3-fluorobenzyl)piperidine-4-carboxylic acid, formic acid salt